C(C)(C)(C)OC(=O)NCC=1C(=C(C=CC1)C1=CC=CC(=N1)[C@H]1CNC2=C(O1)C(=CC=C2)CCCC(=O)OC(C)OCCN)F |r| 1-(2-aminoethoxy)ethanol (±)-2-(2-(6-(3-(((tert-butoxycarbonyl)amino)methyl)-2-fluorophenyl)pyridin-2-yl)-3,4-dihydro-2H-Benzo[b][1,4]oxazin-8-yl)ethyl-acetate